FC1=CC=C(C=C1)CC(CCC=1N=NN(C1)[C@H](C(=O)N1[C@H](C[C@@H](C1)O)C(=O)NC)C(C)(C)C)O (2R,4S)-1-[(2S)-2-[4-[4-(4-fluorophenyl)-3-hydroxy-butyl]triazol-1-yl]-3,3-dimethyl-butanoyl]-4-hydroxy-N-methyl-pyrrolidine-2-carboxamide